NC1CCN(CC1)C1=C(C=NC2=CC(=C(C=C12)C=1C(=C(C#N)C=CC1)O)F)C1=CC(=CC(=C1)C)F [4-(4-aminopiperidin-1-yl)-7-fluoro-3-(3-fluoro-5-methylphenyl)quinolin-6-yl]-2-hydroxybenzonitrile